[Si](C)(C)(C(C)(C)C)N=S(=O)(C)C=1C=C(OC=2C(=C(N(C(C2C)=O)C)NC2=C(C=C(C=C2)I)F)C(=O)NC2CC2)C=CC1 4-{3-[N-(tert-butyldimethylsilyl)methanesulfonimidoyl]phenoxy}-N-cyclopropyl-2-[(2-fluoro-4-iodophenyl)amino]-1,5-dimethyl-6-oxopyridine-3-carboxamide